Kalium cyanid (R)-tert-butyl-2-(isopropylamino)-6-methyl-3-((trans)-4-(methylcarbamoyl)cyclohexyl)-4-oxo-3,4,5,6-tetrahydropyrido[3,4-d]pyrimidine-7(8H)-carboxylate C(C)(C)(C)OC(=O)N1CC=2N=C(N(C(C2C[C@H]1C)=O)[C@@H]1CC[C@H](CC1)C(NC)=O)NC(C)C.[C-]#N.[K+]